(3S,4R)-3-fluoro-1-[4-({5-[(2R)-1-hydroxypropan-2-yl]-8-[(2S,3R)-3-(methanesulfonylmeth-yl)-2-methylazetidin-1-yl]isoquinolin-3-yl}amino)pyrimidin-2-yl]-3-methylpiperidin-4-ol F[C@]1(CN(CC[C@H]1O)C1=NC=CC(=N1)NC=1N=CC2=C(C=CC(=C2C1)[C@H](CO)C)N1[C@H]([C@@H](C1)CS(=O)(=O)C)C)C